(2-((6-Acetylbenzo[d][1,3]dioxol-5-yl)amino)-2-oxoethyl)piperazine-1-carboxylic acid tert-butyl ester C(C)(C)(C)OC(=O)N1C(CNCC1)CC(=O)NC1=CC2=C(OCO2)C=C1C(C)=O